ClC=1C=C(OCC(=O)N)C=C(C1CC1=CC(=C(C=C1)O)C=1C=NC=C(C1)F)Cl 2-(3,5-dichloro-4-(3-(5-fluoropyridin-3-yl)-4-hydroxybenzyl)phenoxy)acetamide